6-methoxy-2-methyl-quinazoline-4-thiol COC=1C=C2C(=NC(=NC2=CC1)C)S